rac-7-[Methyl-[3-oxo-3-[4-[5-(trifluoromethyl)pyrimidin-2-yl]piperazin-1-yl]propyl]amino]-4-(trifluoromethyl)-2,5,6,7-tetrahydrocyclopenta[c]pyridazin-3-one CN([C@@H]1CCC=2C1=NNC(C2C(F)(F)F)=O)CCC(N2CCN(CC2)C2=NC=C(C=N2)C(F)(F)F)=O |r|